4-[[5-(4-chlorophenoxy)-4-methyl-3-pyridinyl]oxy]-3-fluoro-N-(methylsulfamoyl)pyridin-2-amine ClC1=CC=C(OC=2C(=C(C=NC2)OC2=C(C(=NC=C2)NS(NC)(=O)=O)F)C)C=C1